C(C1=CC=CC=C1)(=O)N1C[C@@H](CC1)C(=O)N[C@@H]([C@H](O)C1=CC2=C(OCCO2)C(=C1)F)CN1CCCC1 (R)-1-benzoyl-N-((1R,2R)-1-(8-fluoro-2,3-dihydrobenzo[b][1,4]dioxin-6-yl)-1-hydroxy-3-(pyrrolidin-1-yl)propan-2-yl)pyrrolidine-3-carboxamide